C1=CC(=CC=C1O)S(=O)(=O)C2=CC=C(C=C2)O 4,4'-bisphenol S